C(C)(C)(C)OC(=O)NC1(CC2=CC(=CC=C2CC1)OC1=C(C=CC=C1)C1=CC(=CC=C1)C)C(=O)OC methyl 2-((tert-butoxycarbonyl)amino)-7-((3'-methyl-[1,1'-biphenyl]-2-yl)oxy)-1,2,3,4-tetrahydronaphthalene-2-carboxylate